trans-4-(3,4-dihydroisoquinoline-2(1H)-yl)-1-(6-((2-(trifluoromethoxy)phenyl)amino)pyrimidine-4-yl)piperidine-3-ol C1N(CCC2=CC=CC=C12)[C@H]1[C@@H](CN(CC1)C1=NC=NC(=C1)NC1=C(C=CC=C1)OC(F)(F)F)O